Cl.N[C@@H](C(=O)N[C@@H](CCOC1=C(C=C(C=C1)Cl)C)B1OC(C(O1)(C)C)(C)C)COC (R)-2-amino-N-((R)-3-(4-chloro-2-methylphenoxy)-1-(4,4,5,5-tetramethyl-1,3,2-dioxaborolan-2-yl)propyl)-3-methoxypropanamide hydrochloride